CNC1CN(C1)C1=NC(=NC(=C1)C=1C=NNC1)N 4-(3-(methylamino)azetidin-1-yl)-6-(1H-pyrazol-4-yl)pyrimidin-2-amine